(1-(tert-butyloxycarbonyl)-7'-(methyl-d3)-3',4'-dihydro-1'H-spiro[pyrrolidine-3,2'-[1,8]naphthyridin]-6'-yl)boronic acid C(C)(C)(C)OC(=O)N1CC2(NC3=NC(=C(C=C3CC2)B(O)O)C([2H])([2H])[2H])CC1